C(C)OC1=C(C=C(C=C1)S(=O)(=O)CC)C=1C(=CC(N(C1)C([2H])([2H])[2H])=O)C 5-(2-ethoxy-5-ethylsulfonylphenyl)-1-(2H3)methyl-4-methylpyridin-2-one